N-(6-((5-bromo-2-((4-(4-(cyclopropylmethoxy)piperidin-1-yl)-2-methoxy-5-(1-methyl-1H-pyrazol-4-yl)phenyl)amino)pyrimidin-4-yl)amino)quinoxalin-5-yl)methanesulfonamide BrC=1C(=NC(=NC1)NC1=C(C=C(C(=C1)C=1C=NN(C1)C)N1CCC(CC1)OCC1CC1)OC)NC=1C(=C2N=CC=NC2=CC1)NS(=O)(=O)C